COC1=NC=CC=C1C=1C=NN2C1N=C(C=C2)N2CCN(CC2)C(=O)OC2CNC(C2)=O (5-Oxopyrrolidin-3-yl) 4-[3-(2-methoxy-3-pyridyl)pyrazolo[1,5-a]pyrimidin-5-yl]piperazine-1-carboxylate